(3E,7E)-4,8,12-trimethyltrideca-3,7,11-trienenitrile C\C(=C/CC#N)\CC\C=C(\CCC=C(C)C)/C